C(OC(C)(C)C)(OC1(C(N(C2=CC=C(C=C12)F)CCCC)=O)C(=C)C#N)=O tert-butyl (1-butyl-3-(1-cyanovinyl)-5-fluoro-2-oxoindol-3-yl) carbonate